(Z)-7-((1R,2R,3R,5s)-3,5-di-hydroxy-2-((R)-3-hydroxy-5-phenylpentyl)cyclopentyl)hept-5-enoic acid methyl ester COC(CCC\C=C/C[C@@H]1[C@H]([C@@H](C[C@@H]1O)O)CC[C@H](CCC1=CC=CC=C1)O)=O